BrC=1C=C(C=CC1)NC1(CCC2(C(CC3=CC=CC=C23)C2=CC=C(C=C2)Cl)CC1)C(=O)O 4-(3-Bromophenylamino)-2'-(4-chlorophenyl)-2',3'-dihydrospiro[cyclohexane-1,1'-indene]-4-carboxylic acid